2'-hydroxy-2-methoxymethoxy-1,1'-binaphthyl-3-formaldehyde OC1=C(C2=CC=CC=C2C=C1)C1=C(C(=CC2=CC=CC=C12)C=O)OCOC